OCCCCCCOC1=C(C=CC=C1)C1=CC=CC=N1 6-[2-(6-hydroxyhexyloxy)phenyl]pyridine